Cl.CC1NCCC(C1)C(F)(F)F (syn)-2-methyl-4-(trifluoromethyl)piperidine hydrochloride